ClC1=C(C(=CC=2NC(=NC21)C(CO)C2=CC=C(C=C2)S(=O)(=O)CC)Cl)C2=C(C=CC=C2)OC(F)F 2-(4,6-dichloro-5-(2-(difluoromethoxy)phenyl)-1H-benzo[d]imidazol-2-yl)-2-(4-(ethylsulfonyl)phenyl)ethanol